N-(4-(2-chlorobenzyloxy)phenyl)-3,4-dihydro-2H-[1,4]oxazino[2,3-f]quinazolin-10-amine ClC1=C(COC2=CC=C(C=C2)NC2=NC=NC3=CC=C4C(=C23)OCCN4)C=CC=C1